(1R,4R)-1-(4-(((R)-1-(3-(difluoromethyl)-2-fluorophenyl)ethyl)amino)-2-methyl-8,9-dihydrofuro[2,3-h]quinazolin-6-yl)cyclohexane-1,4-diol FC(C=1C(=C(C=CC1)[C@@H](C)NC1=NC(=NC2=C3C(=C(C=C12)C1(CCC(CC1)O)O)OCC3)C)F)F